O-((2R,3R,4S,5R)-5-(4-Amino-5-iodo-7H-pyrrolo[2,3-d]pyrimidin-7-yl)-4-fluoro-2-(hydroxy-methyl)tetrahydro-furan-3-yl) S-cyclohexyl carbonothioate C(O[C@@H]1[C@H](O[C@H]([C@H]1F)N1C=C(C2=C1N=CN=C2N)I)CO)(SC2CCCCC2)=O